CC=1C(=NC=CC1)N1CCN(CC1)CC=1NC2=CC=CC=C2C1 2-[[4-(3-methyl-2-pyridinyl)piperazin-1-yl]methyl]-1H-indole